(R)-(+)-Cystein N[C@@H](CS)C(=O)O